4-benzyl-2-(3-(4-methoxybenzyl)-1-(1-methylpiperidin-4-yl)-1H-1,2,4-triazol-5-yl)morpholine C(C1=CC=CC=C1)N1CC(OCC1)C1=NC(=NN1C1CCN(CC1)C)CC1=CC=C(C=C1)OC